N1N=CC(=C1)C1=NN=C(S1)NC(=O)C=1ON=C2C1C=CC=C2 N-[5-(1H-pyrazol-4-yl)-1,3,4-thiadiazol-2-yl]-2,1-benzoxazol-3-carboxamide